zirconium-cobalt-iron-nickel-chromium [Cr].[Ni].[Fe].[Co].[Zr]